N1N=C(C=C1)CC=1SC2=C(N(C=3C(N(N=CC32)CC3=CC(=NC=C3)OC)=O)C)N1 2-((1H-pyrazol-3-yl)methyl)-6-((2-methoxypyridin-4-yl)methyl)-4-methyl-4H-thiazolo[5',4':4,5]pyrrolo[2,3-d]pyridazin-5(6H)-one